(R)-2-(2-(cyclohexyloxy)pyridin-4-yl)-8-phenyl-7,8-dihydro-6H-pyrrolo[2',1':2,3]imidazo[4,5-b]piperidine C1(CCCCC1)OC1=NC=CC(=C1)[C@H]1CCC2=C(N1)N1C(=N2)CCC1C1=CC=CC=C1